ClC=1C(=C(C=CC1F)[C@@H](CCC1=CC=C(C=C1)Cl)NC(=O)[C@@H]1CNC(O1)=O)F |&1:8| (S)-N-((R and S)-1-(3-chloro-2,4-difluorophenyl)-3-(4-chlorophenyl)propyl)-2-oxooxazolidine-5-carboxamide